N1=C(C=CC=C1)CN1CCN(CC1)C1=NC=C(C=C1NC(=O)C=1OC(=CC1)C1CCOCC1)C(F)(F)F N-(2-(4-(pyridin-2-ylmethyl)piperazin-1-yl)-5-(trifluoromethyl)pyridin-3-yl)-5-(tetrahydro-2H-pyran-4-yl)furan-2-carboxamide